COC1=C(C(=CC=C1)N1N=CC=N1)C(=O)N1C[C@@H](CC[C@H]1C)OC1=NC=CC(=C1C)C#N 2-{[(3R,6R)-1-{[2-methoxy-6-(2H-1,2,3-triazol-2-yl)phenyl]carbonyl}-6-methylpiperidin-3-yl]oxy}-3-methylpyridine-4-carbonitrile